dithian C1C(SCC(S1)O)O